[C@@H]12OC[C@@H](N(C1)CC(C1=CC=CC=C1)C1(C3=C(N=C(N1)OCCCC)C=CN3)N)C2 4-(((1S,4S)-2-oxa-5-azabicyclo[2.2.1]heptan-5-ylmethyl)benzyl)-2-butoxy-5H-pyrrolo[3,2-d]pyrimidin-4-amine